5-Chloro-3-methyl-2-[2-[[(3R)-1-propyl-3-piperidyl]amino]oxazolo[4,5-b]pyridin-5-yl]phenol ClC=1C=C(C(=C(C1)O)C1=CC=C2C(=N1)N=C(O2)N[C@H]2CN(CCC2)CCC)C